The molecule is a 1,2-diacyl-sn-glycero-3-phospho-N,N-dimethylethanolamine zwitterion in which the phosphatidyl acyl groups are both specified as oleoyl (9Z-octadecenoyl); major species at pH 7.3. It has a role as a human metabolite. It is a tautomer of a 1,2-dioleoyl-sn-glycero-3-phospho-N,N-dimethylethanolamine. CCCCCCCC/C=C\\CCCCCCCC(=O)OC[C@H](COP(=O)([O-])OCC[NH+](C)C)OC(=O)CCCCCCC/C=C\\CCCCCCCC